(S)-7-oxa-2-aza-spiro[4.5]Decane-2-carboxylic acid C1N(CC[C@]12COCCC2)C(=O)O